N1(CCNCC1)S(=O)(=O)C1=CC=C(N=N1)C1=C(C(=O)N)C=CC=C1 (6-(piperazin-1-ylsulfonyl)pyridazin-3-yl)benzamide